ClC=1C=C(C=C(C1)C1=NC=C(C=N1)OC)[C@@H]1COCCN1C(C=C)=O (R)-1-(3-(3-chloro-5-(5-methoxypyrimidin-2-yl)phenyl)morpholino)prop-2-en-1-one